(R)-2-methyl-N-(1-(2-methyl-3-(trifluoromethyl)phenyl)ethyl)-6-(piperazin-1-yl)pyridine C[C@H]1N(C(=CC=C1)N1CCNCC1)C(C)C1=C(C(=CC=C1)C(F)(F)F)C